1,6-dimethyl-4-[(3S,4R)-3-methyl-4-[4-(trifluoromethoxy)anilino]-1-piperidinyl]-2-oxo-1,5-naphthyridine-3-carbonitrile CN1C(C(=C(C2=NC(=CC=C12)C)N1C[C@@H]([C@@H](CC1)NC1=CC=C(C=C1)OC(F)(F)F)C)C#N)=O